CC=1N=C(SC1[N+](=O)[O-])NC(=O)C1=C(C=CC=C1)NC(CCCCCCCCCCC(=O)O)=O 12-((2-((4-methyl-5-nitrothiazol-2-yl)carbamoyl)phenyl)amino)-12-oxododecanoic acid